C=1N=CN2C1C=C(C=C2)COC2=CC=CC(=N2)C2CCN(CC2)CC2=NC1=C(N2C[C@H]2OCC2)C=C(C=C1)C(=O)O (S)-2-((4-(6-(imidazo[1,5-a]pyridin-7-ylmethoxy)pyridin-2-yl)piperidin-1-yl)methyl)-1-(oxetan-2-ylmethyl)-1H-benzo[d]imidazole-6-carboxylic acid